COC=1C(=NC=C(C1)OC1=CC=CC=C1)C#N methoxy-5-phenoxy-pyridine-2-carbonitrile